BrC=1C=NC=2CN(CCC2C1)CC(=O)N(C)C 2-(3-bromo-6,8-dihydro-5H-1,7-naphthyridin-7-yl)-N,N-dimethyl-acetamide